tert-butyl (4,4-difluorocyclohexyl)(2-(methylthio)-6-morpholinopyrimidin-4-yl)carbamate FC1(CCC(CC1)N(C(OC(C)(C)C)=O)C1=NC(=NC(=C1)N1CCOCC1)SC)F